6-(4-(3-(3-(Trifluoromethyl)phenoxy)pyrrolidin-1-yl)tetrahydro-2H-pyran-4-carboxamido)spiro[3.3]heptane-2-carboxylic acid, hydrochloride Cl.FC(C=1C=C(OC2CN(CC2)C2(CCOCC2)C(=O)NC2CC3(CC(C3)C(=O)O)C2)C=CC1)(F)F